[[2-(3-ethylsulfonyl-2-pyridyl)-1,3-benzoxazol-5-yl]-oxo-(trifluoromethyl)-λ6-sulfanylidene]cyanamide C(C)S(=O)(=O)C=1C(=NC=CC1)C=1OC2=C(N1)C=C(C=C2)S(C(F)(F)F)(=O)=NC#N